C(C=C)C=1C=C(C=CC1O)C=1C(=CC=C(C1)CCC)O 3'-(2-propenyl)-5-propyl-(1,1'-biphenyl)-2,4'-diol